((S)-3-(benzo[d][1,3]dioxol-4-yl)-2-(dimethylamino)propyl)-3-(3-hydroxybenzyl)urea O1COC2=C1C=CC=C2C[C@@H](CNC(=O)NCC2=CC(=CC=C2)O)N(C)C